C(#N)C1=NC=C(C(=C1)C1=CC=2N(C=C1)N=C(C2)NC(=O)C2CC2)OC[C@H]2CN(CCC2)C (R)-N-(5-(2-cyano-5-((1-methylpiperidin-3-yl)methoxy)pyridin-4-yl)pyrazolo[1,5-a]pyridin-2-yl)cyclopropanecarboxamide